CC1(C(N(C(N1CC1=CC(=NC=C1)NC1=NC=CC=N1)=O)C1=CC=C(C=C1)SC(F)(F)F)=O)C 5,5-dimethyl-1-((2-(pyrimidin-2-ylamino)pyridin-4-yl)methyl)-3-(4-((trifluoromethyl)thio)phenyl)imidazolidine-2,4-dione